7-methoxy-N-(6-methoxypyridin-2-yl)-2-(1-methyl-2-oxabicyclo[2.2.2]oct-4-yl)imidazo[1,2-a]pyridine-6-carboxamide COC1=CC=2N(C=C1C(=O)NC1=NC(=CC=C1)OC)C=C(N2)C21COC(CC2)(CC1)C